(rac)-trans-6-(4-hydroxycycloheptyl)-1-[1-[4-(trifluoromethoxy)benzoyl]-4-piperidyl]-3H-imidazo[4,5-b]pyridine-2-one O[C@@H]1CC[C@H](CCC1)C=1C=C2C(=NC1)NC(N2C2CCN(CC2)C(C2=CC=C(C=C2)OC(F)(F)F)=O)=O |r|